OCC1C2N(C(C1C=C2)=O)CC2=CC=C(C=C2)OC (+)-7-(hydroxymethyl)-2-(4-methoxybenzyl)-2-azabicyclo[2.2.1]hept-5-en-3-one